BrC1=CC=CC(=N1)C(=O)NC1=CC=C(C=N1)C=1N=NN(C1)C1CN(CC2(CC2)C1)C(=O)OC(C)(C)C tert-butyl 7-(4-(6-(6-bromopicolinamido)pyridin-3-yl)-1H-1,2,3-triazol-1-yl)-5-azaspiro[2.5]octane-5-carboxylate